1,8-Dimethyl-4-(4-(3-(methylamino)-1-phenylpropoxy)benzyl)-1,2,3,4-tetrahydro-5H-pyrido[2,3-e][1,4]diazepin-5-one CN1CCN(C(C2=C1N=C(C=C2)C)=O)CC2=CC=C(C=C2)OC(CCNC)C2=CC=CC=C2